S1C(SCCC1)C(C(=C(C1=CC=C(C=C1)F)C1=CC=C(C=C1)F)C1=CC=CC=C1)=O 1-(1,3-Dithian-2-yl)-3,3-bis(4-fluorophenyl)-2-phenyl-prop-2-en-1-one